C(C)OC(=O)C=1C=C(C=C2C1N=C(S2)C[C@@H]([C@H](O)C2=CC(=C(C(=C2)OC)C)OC)OC2CCCC2)NC 2-((2S,3R)-2-(cyclopentyloxy)-3-(3,5-dimethoxy-4-methylphenyl)-3-hydroxypropyl)-6-(methylamino)benzo[d]thiazole-4-carboxylic acid ethyl ester